FC(C)(F)C=1C=CC(=NC1)C12CCC(CC1)(CC2)CNC=2C=C(C#N)C=CC2 3-(((4-(5-(1,1-difluoroethyl)pyridin-2-yl)bicyclo[2.2.2]octan-1-yl)methyl)amino)benzonitrile